C(#N)C=1C=C(C=CC1F)NC(=O)N1CC=2C(=NN3C2C2=C(CC(C3)=C)C=NO2)CC1 N-(3-Cyano-4-fluorophenyl)-5-methylene-5,6,9,10-tetrahydro-4H-isoxazolo[5,4-c]pyrido[4',3':3,4]pyrazolo[1,5-a]azepine-11(12H)-carboxamide